3-(2-thienyl)-1,2,4-oxadiazole-5-carbohydrazide S1C(=CC=C1)C1=NOC(=N1)C(=O)NN